ethyl 9,10-dihydroxyhexadecanoate OC(CCCCCCCC(=O)OCC)C(CCCCCC)O